OCCN(CCO)CCCCCCO[Si](OC(CCCCCCC\C=C/CCCCCCCC)OC=1C(=C2CCC(OC2=C(C1C)C)(CC\C=C(\CC\C=C(\CCC=C(C)C)/C)/C)C)C)(C)C (Z)-3-(2-hydroxyethyl)-11,11-dimethyl-13-((2,5,7,8-tetramethyl-2-((3E,7E)-4,8,12-trimethyltrideca-3,7,11-trien-1-yl)chroman-6-yl)oxy)-10,12-dioxa-3-aza-11-silatriacont-21-en-1-ol